4-(1-(4-methylbenzoyl)-2,3-dihydro-1H-pyrrolo[2,3-c]pyridin-4-yl)benzonitrile CC1=CC=C(C(=O)N2CCC=3C2=CN=CC3C3=CC=C(C#N)C=C3)C=C1